NCCN(C)CC1=NN2C(CN(CC2)C(=O)C2CC2)=C1C1CCC(CC1)(COC)COC (2-(((2-aminoethyl)(methyl)-amino)methyl)-3-(4,4-bis-(methoxymethyl)cyclohexyl)-6,7-dihydropyrazolo[1,5-a]-pyrazin-5(4H)-yl)-(cyclopropyl)methanone